tert-butyl 6-(methyl(sulfamoyl)amino)-2-azaspiro[3.3]heptane-2-carboxylate CN(C1CC2(CN(C2)C(=O)OC(C)(C)C)C1)S(N)(=O)=O